chloro-2,3-dihydro-1H-inden ClC1CCC2=CC=CC=C12